(R)-(5-(7-chloro-8-((1-(2,3-difluorophenyl)propyl)amino)-3-fluoro-6-methyl-1,5-naphthyridin-2-yl)pyrimidin-2-yl)dimethylphosphine oxide ClC1=C(N=C2C=C(C(=NC2=C1N[C@H](CC)C1=C(C(=CC=C1)F)F)C=1C=NC(=NC1)P(C)(C)=O)F)C